5-bromo-1-methyl-3H-1λ4-benzo[d]isothiazole 1-oxide BrC=1C=CC2=C(CN=S2(C)=O)C1